C(C)(C)OC(NC1=CC=C(C=C1)OCC1CN(C(O1)C(F)(F)F)C1=CC(=C(C=C1)C#N)C(F)(F)F)=O Isopropyl-(4-((3-(4-cyano-3-(trifluoromethyl)phenyl)-2-(trifluoromethyl)oxazolidin-5-yl)methoxy)phenyl)carbamat